NC1=C(SC2=NC(=C(C=C21)F)C)C(=O)NC2CC=1C=CC(=NC1CC2)N2CC(C(C2)OC(C)C(C)OC)N 3-amino-N-(2-{3-amino-4-[(3-methoxybutan-2-yl)oxy]pyrrolidin-1-yl}-5,6,7,8-tetrahydroquinolin-6-yl)-5-fluoro-6-methylthieno[2,3-b]pyridine-2-carboxamide